1,4-bis(4-aminophenoxy)hexane NC1=CC=C(OCCCC(CC)OC2=CC=C(C=C2)N)C=C1